(S)-N-(7-(1-(1-acryloylpiperidin-3-yl)-4-amino-1H-pyrazolo[3,4-d]pyrimidin-3-yl)benzo[d][1,3]dioxol-4-yl)-4-(dimethylamino)benzamide C(C=C)(=O)N1C[C@H](CCC1)N1N=C(C=2C1=NC=NC2N)C2=CC=C(C1=C2OCO1)NC(C1=CC=C(C=C1)N(C)C)=O